C1(=CC=CC=C1)S(=O)(=O)[O-].[K+].O(C1=CC=CC=C1)P1=NP=NP=N1 phenoxycyclotriphosphazene potassium benzenesulfonate